CN1C(N(C2=C1C=C(C=C2)C2CCN(CC2)CCN2CCNCC2)C2C(NC(CC2)=O)=O)=O 3-(3-methyl-2-oxo-5-(1-(2-(piperazin-1-yl)ethyl)piperidin-4-yl)-2,3-dihydro-1H-benzo[d]imidazol-1-yl)piperidine-2,6-dione